5-((S)-1-((R)-4-(4-bromo-2-fluorophenyl)-2-((tert-butoxycarbonyl)imino)-4-neopentyl-5-oxoimidazolidin-1-yl)-2-hydroxyethyl)-2-chlorobenzoic acid methyl ester COC(C1=C(C=CC(=C1)[C@@H](CO)N1C(N[C@](C1=O)(CC(C)(C)C)C1=C(C=C(C=C1)Br)F)=NC(=O)OC(C)(C)C)Cl)=O